tri-n-butyl orthoacetate C(C)(OCCCC)(OCCCC)OCCCC